(R)-(3-Amino-2-fluorophenyl)((R)-1-methyl-2-azabicyclo[2.1.1]hexan-3-yl)-methanol hydrochloride Cl.NC=1C(=C(C=CC1)[C@@H](O)[C@@H]1NC2(CC1C2)C)F